6-[3'-(2-pyridyldithio)propionamido]Hexanoic acid N1=C(C=CC=C1)SSCCC(=O)NCCCCCC(=O)O